(S)-N-(2-(2-(2-((3,4-Dimethoxybenzyl)amino)-2-oxoacetyl)pyrrolidin-1-yl)-2-oxoethyl)-quinoline-4-carboxamide COC=1C=C(CNC(C(=O)[C@H]2N(CCC2)C(CNC(=O)C2=CC=NC3=CC=CC=C23)=O)=O)C=CC1OC